3-(1,3-dimethylpyrazol-4-yl)-6-(7,8-dimethyl-[1,2,4]triazolo[4,3-b]pyridazin-6-yl)-7,8-dihydro-5H-1,6-naphthyridine CN1N=C(C(=C1)C=1C=NC=2CCN(CC2C1)C=1C(=C(C=2N(N1)C=NN2)C)C)C